O1CC(C1)C=1C=NC2=CC=CC=C2C1 3-(oxetan-3-yl)quinolin